2-(4-methoxybenzyl)-6-(2-(3-oxo-3-(4-(5-(trifluoromethyl)pyrimidin-2-yl)piperazin-1-yl)propoxy)ethyl)-8-(trifluoromethyl)-3,4-dihydropyrrolo[1,2-a]pyrazin-1(2H)-one COC1=CC=C(CN2C(C=3N(CC2)C(=CC3C(F)(F)F)CCOCCC(N3CCN(CC3)C3=NC=C(C=N3)C(F)(F)F)=O)=O)C=C1